C1(CC1)N1N=CC(=C1)C(=O)NC1=CC(=C(C=C1)F)[C@H](C)NC=1C=NC=2C(N1)=NN(C2)CC (S)-1-cyclopropyl-N-(3-(1-((2-ethyl-2H-pyrazolo[3,4-b]pyrazin-6-yl)amino)ethyl)-4-fluorophenyl)-1H-pyrazole-4-carboxamide